ClC=1C=C(C(=NC1)N1CCC(CC1)OCC)NS(=O)(=O)C1=CC2=C(C(=C(O2)C(=O)OCC)C)C=C1 Ethyl 6-(N-(5-chloro-2-(4-ethoxypiperidin-1-yl) pyridin-3-yl) sulfamoyl)-3-methylbenzofuran-2-carboxylate